C(C)(=O)O[C@H](C[C@H](C(C)C)N(C([C@H]([C@H](CC)C)NC(=O)[C@@H]1N(CCCC1)C)=O)CCCCCC)C=1SC=C(N1)C(NS(=O)(=O)C1=CC=C(C=C1)CN)=O (1R,3R)-1-(4-{[4-(aminomethyl)benzenesulfonyl]carbamoyl}-1,3-thiazol-2-yl)-3-[(2S,3S)-N-hexyl-3-methyl-2-{[(2R)-1-methylpiperidin-2-yl]formamido}pentanamido]-4-methylpentyl acetate